C(C=CC)(=O)[O-].[Ba+2].C(C=CC)(=O)[O-] barium butenoate